C(=C)OCCCCOC(NCCCCCCNC(OCCCCOC=C)=O)=O bis[4-(vinyloxy) butyl]1,6-hexanediylbiscarbamate